C1=CC=CC=2C3=CC=CC=C3C(C12)COC(=O)N[C@@H](CC1=CNC=N1)C(=O)O N-(9-fluorenylmethoxycarbonyl)-L-histidine